2-(1-(4-Amino-3-(3-methoxyphenyl)-1H-pyrazolo[3,4-d]pyrimidin-1-yl)ethyl)-6-fluoro-3-(3-Fluorophenyl)-4H-chromen-4-one NC1=C2C(=NC=N1)N(N=C2C2=CC(=CC=C2)OC)C(C)C=2OC1=CC=C(C=C1C(C2C2=CC(=CC=C2)F)=O)F